(1R,5R)-N-(4-(1-ethyl-3-(4-fluorophenyl)-1H-pyrazol-4-yl)-7-methoxyquinazolin-6-yl)-3-oxabicyclo[3.1.0]hexane-1-carboxamide C(C)N1N=C(C(=C1)C1=NC=NC2=CC(=C(C=C12)NC(=O)[C@]12COC[C@@H]2C1)OC)C1=CC=C(C=C1)F